8-Amino-2-chloro-9-(3-methoxy-2,6-dimethylphenyl)-5-methyl-9H-pyrrolo[2,3-c][1,2,4]triazolo[1,5-a]pyridine-7-carboxamide NC1=C(C2=C(C=3N(C(=C2)C)N=C(N3)Cl)N1C1=C(C(=CC=C1C)OC)C)C(=O)N